Cl.CN1C(N(C2=CC=3CNCC3C=C21)C2C(NC(CC2)=O)=O)=O 3-(3-methyl-2-oxo-3,5,6,7-tetrahydroimidazo[4,5-f]isoindol-1(2H)-yl)piperidine-2,6-dione hydrochloride